2-amino-4-bromo-7-fluoro-benzothiophene-3-carbonitrile NC=1SC2=C(C1C#N)C(=CC=C2F)Br